N-[3-[2-(2-aminoethoxy)ethoxy]-2-fluoro-propyl]-6-(5-cyanopyrazolo[3,4-b]pyridin-1-yl)-4-(cyclopropylamino)pyridine-3-carboxamide NCCOCCOCC(CNC(=O)C=1C=NC(=CC1NC1CC1)N1N=CC=2C1=NC=C(C2)C#N)F